C(C)(C)NC1=CC(=NC=C1C=1SC=NN1)C1=CC=C2N1N=CC(=C2)C#N 7-(4-(isopropylamino)-5-(1,3,4-thiadiazol-2-yl)pyridin-2-yl)pyrrolo[1,2-b]pyridazine-3-carbonitrile